(((6-(2-ethyl-5-fluoro-4-hydroxyphenyl)imidazo[1,5-a]pyridin-8-yl)oxy)methyl)piperidine-1-carbonitrile C(C)C1=C(C=C(C(=C1)O)F)C=1C=C(C=2N(C1)C=NC2)OCC2N(CCCC2)C#N